trimethyl-catechol diacetate C(C)(=O)OC=1C(OC(C)=O)=C(C(=C(C1)C)C)C